2-(3-(trifluoromethyl)-1H-1,2,4-triazol-1-yl)benzoic acid FC(C1=NN(C=N1)C1=C(C(=O)O)C=CC=C1)(F)F